C(CCC)C1=C(C(=C(C(N1)=O)S(=O)(=O)C1=CC=C(C=C1)N1C(C=CC(=C1)Cl)=O)O)C1=C(C=CC=C1OC)OC 6-butyl-3-((4-(5-chloro-2-oxopyridin-1(2H)-yl)phenyl)sulfonyl)-5-(2,6-dimethoxyphenyl)-4-hydroxypyridin-2(1H)-one